C(CCCCCCCCC)(=O)NC(C(=O)N[C@@H](CC(C)C)C(=O)N[C@@H](C(C)C)C(=O)O)CC1=CC=CC2=CC=CC=C12 (S)-2-decanoylamino-3-(1-naphthyl)propionyl-leucyl-valine